N-[7-chloro-6-fluoro-1-(2-isopropyl-4-methyl-3-pyridyl)-2-oxo-pyrido[2,3-d]pyrimidin-4-yl]-2,3,4,5,6-pentafluoro-benzenesulfonamide ClC=1C(=CC2=C(N(C(N=C2NS(=O)(=O)C2=C(C(=C(C(=C2F)F)F)F)F)=O)C=2C(=NC=CC2C)C(C)C)N1)F